(2R)-2-(6-{5-chloro-2-[(3-methyl-1,2-thiazol-5-yl)amino]pyrimidin-4-yl}-1-oxo-2,3-dihydro-1H-isoindol-2-yl)-N-[(1S)-1-(3-fluoro-5-methoxyphenyl)-2-hydroxyethyl]propionamide ClC=1C(=NC(=NC1)NC1=CC(=NS1)C)C1=CC=C2CN(C(C2=C1)=O)[C@@H](C(=O)N[C@H](CO)C1=CC(=CC(=C1)OC)F)C